C[Si](OCC)(OCC)CCCCCCCCC(C)(C(N(CC)CC)N(CC)CC)SC(C)(CCCCCCCC[Si](C)(OCC)OCC)C(N(CC)CC)N(CC)CC methyldiethoxysilyloctyl-bis(diethylamino)methylethyl sulfide